(S)-3-(5-amino-2-chloro-4-fluorophenyl)-5-methyl-4,5-dihydro-5-isoxazolecarboxylic acid ethyl ester C(C)OC(=O)[C@@]1(CC(=NO1)C1=C(C=C(C(=C1)N)F)Cl)C